FC(C(NCCOCCOCCOCCOCCOCCOCCOCCOCCC(=O)O)=O)(F)F 1,1,1-trifluoro-2-oxo-6,9,12,15,18,21,24,27-octaoxa-3-azatriacontan-30-oic acid